1-chloro-4-isopropylthioxanthone ClC1=CC=C(C=2SC3=CC=CC=C3C(C12)=O)C(C)C